acrylic acid-4-hydroxybutyl ester OCCCCOC(C=C)=O